C(C)N1C=NC2=C1C=C(C=C2)C 1-ethyl-6-methyl-1H-benzo[d]Imidazole